racemic-1-(4-methoxyphenyl)ethanol acetate C(C)(=O)O[C@H](C)C1=CC=C(C=C1)OC |r|